bis[bis(trimethylmethylsilyl)amino]tin CC([SiH2]N([SiH2]C(C)(C)C)[Sn]N([SiH2]C(C)(C)C)[SiH2]C(C)(C)C)(C)C